CC1=NOC(=C1COC1=CC=C(C=C1)C=1C=CC(NC1C(F)(F)F)=O)C 5-(4-((3,5-dimethylisoxazol-4-yl)methoxy)phenyl)-2-oxo-6-(trifluoromethyl)-1,2-dihydropyridine